3-(5-(((4-Acetoxybenzyl)oxy)amino)-2-carboxy-5-oxopentyl)benzoic acid C(C)(=O)OC1=CC=C(CONC(CCC(CC=2C=C(C(=O)O)C=CC2)C(=O)O)=O)C=C1